sodium Phenylacetylglutamine C1(=CC=CC=C1)CC(=O)N[C@@H](CCC(N)=O)C(=O)O.[Na]